C1(CC1)CN1C2[C@@]3(CCC([C@H]4[C@]3(CC1)C1=C(O4)C(=CC=C1C2)OC(CCCCCCC\C=C\CCCCCCCC)=O)=C)O (E)-octadec-9-enoic acid (4aS,7aS,12bS)-3-(cyclopropylmethyl)-4a-hydroxy-7-methylene-2,3,4,4a,5,6,7,7a-octahydro-1H-4,12-methanobenzofuro[3,2-E]isoquinolin-9-yl ester